(7-{[2-(4-isopropylphenyl)imidazo[1,2-a]pyrimidin-3-yl]methyl}-3-oxo-7,9-diazabicyclo[3.3.1]non-9-yl)methanone C(C)(C)C1=CC=C(C=C1)C=1N=C2N(C=CC=N2)C1CN1CC2CC(CC(C1)N2C=O)=O